CN1C=C(C(=CC1=O)C)C1=C2CCN(C(C2=CC(=C1)CN1C(=NC=C1)C)=O)[C@@H](C)C1=NC=C(C#N)C(=C1)OCC (S)-6-(1-(5-(1,4-dimethyl-6-oxo-1,6-dihydropyridin-3-yl)-7-((2-methyl-1H-imidazol-1-yl)methyl)-1-oxo-3,4-dihydroisoquinolin-2(1H)-yl)ethyl)-4-ethoxynicotinonitrile